stearyl fumarate C(\C=C\C(=O)[O-])(=O)OCCCCCCCCCCCCCCCCCC